3-[[6-[(4-methyl-2-pyridyl)amino]-1,3-benzothiazol-2-yl]carbamoyl]bicyclo[2.2.1]hept-5-ene-2-carboxylic acid CC1=CC(=NC=C1)NC1=CC2=C(N=C(S2)NC(=O)C2C(C3C=CC2C3)C(=O)O)C=C1